N-((7-methoxyquinoxalin-6-yl)methyl)-4-(piperazin-1-yl)pyridin-3-amine COC1=C(C=C2N=CC=NC2=C1)CNC=1C=NC=CC1N1CCNCC1